(S)-5-amino-N-(sec-butyl)-4-fluoro-2-methylbenzamide NC=1C(=CC(=C(C(=O)N[C@@H](C)CC)C1)C)F